C(#N)C=1C(=C(C=CC1)C=1C=C2C(=C(C=NC2=CC1)C1=CC(=CC(=C1)F)F)N1CCC(CC1)NC(OC(C)(C)C)=O)O tert-butyl (1-(6-(3-cyano-2-hydroxyphenyl)-3-(3,5-difluorophenyl)quinolin-4-yl)piperidin-4-yl)carbamate